2-chloro-N-(1-methylcyclopropyl)quinazoline-7-sulfonamide ClC1=NC2=CC(=CC=C2C=N1)S(=O)(=O)NC1(CC1)C